FC=1C=CC(=NC1)N1CCN(CC1)CC1=CC(=C(OC(C(=O)O)(C)C)C(=C1)C)C 2-(4-((4-(5-fluoropyridin-2-yl)piperazin-1-yl)methyl)-2,6-dimethylphenoxy)-2-methylpropanoic acid